4-(4-([1,2,4]Triazolo[1,5-a]pyridin-8-yl)phenyl)-N-(2-ethynyl-thiazol-4-yl)-piperazine-1-carboxamide N=1C=NN2C1C(=CC=C2)C2=CC=C(C=C2)N2CCN(CC2)C(=O)NC=2N=C(SC2)C#C